[N+](=O)([O-])C1=CC=C2N=CC(NC2=C1)=O 7-nitro-2(1H)-quinoxalinone